NCCN1C=NC(=C1)CCN(C(OC(C)(C)C)=O)CC1=CC(=C(C=C1)OC(F)(F)F)Cl tert-Butyl (2-(1-(2-aminoethyl)-1H-imidazol-4-yl)ethyl)(3-chloro-4-(trifluoromethoxy)benzyl)carbamate